(+/-)-N5-((trans)-2-ethoxycyclopropyl)-1-(3-(2-hydroxyethoxy)benzyl)-N3-methyl-2-oxo-1,2-dihydropyridine-3,5-dicarboxamide C(C)O[C@H]1[C@@H](C1)NC(=O)C=1C=C(C(N(C1)CC1=CC(=CC=C1)OCCO)=O)C(=O)NC |r|